N-(8-(methylamino)-5-(oxazolo[4,5-C]pyridin-2-yl)-2,7-naphthyridin-3-yl)cyclopropanecarboxamide CNC=1N=CC(=C2C=C(N=CC12)NC(=O)C1CC1)C=1OC2=C(C=NC=C2)N1